C1(CC1)C=1C=C(C(=O)O)C=C(C1)SC(F)(F)F 3-cyclopropyl-5-[(trifluoromethyl)sulfanyl]benzoic acid